BrC1=CC=2C(C=N1)=NN(C2)C2C(CCCC2)=O (5-bromopyrazolo[3,4-c]pyridin-2-yl)cyclohexanone